FC(=C(C(C(C(C(C(C(C(F)(F)F)(F)F)(F)F)(F)F)(F)F)(F)F)(F)F)F)F 1,1,2,3,3,4,4,5,5,6,6,7,7,8,8,9,9,9-octadecafluoro-1-nonene